N1CCS(CC1)=O 1lambda4-thiomorpholin-1-one